5,6-difluoro-1,3-dioxoisoindoline-2-carbonitrile FC=1C=C2C(N(C(C2=CC1F)=O)C#N)=O